6-methyl-8-(2-methylbutyl)hexahydro-4H-pyrazino[1,2-a]pyrimidine CC1CN(CC2N1CCCN2)CC(CC)C